5-(2-chloronicotinyl)-1-methyl-1H-pyrazole-3-carbonitrile ClC1=C(CC2=CC(=NN2C)C#N)C=CC=N1